ethyl (2-fluoroethyl) sulfide FCCSCC